(2S,3R,4R)-3,4-dimethyl-5-oxopyrrolidin C[C@H]1CNC([C@@H]1C)=O